C1(CC1)N1N=CC(=C1)C=1C=NC=2CCN(CC2C1)C1=NC=NC2=CC(=C(C=C12)F)F 4-[3-(1-cyclopropylpyrazol-4-yl)-7,8-dihydro-5H-1,6-naphthyridin-6-yl]-6,7-difluoro-quinazoline